FC1=CC=C(C=C1)N1N=NC(=C1COC1=CC=C2C(=N1)CN(C2)C(=O)C2COCCC2)C 1-(4-fluorophenyl)-4-methyl-5-({[6-(oxane-3-carbonyl)-5H,6H,7H-pyrrolo[3,4-b]pyridin-2-yl]oxy}methyl)-1H-1,2,3-triazole